tert-butyl (R)-4-(acetyl-d3)-3-(6-chloro-2'-fluoro-6'-((methyl-d3)carbamoyl)-[2,4'-bipyridin]-4-yl)piperazine-1-carboxylate C(C([2H])([2H])[2H])(=O)N1[C@@H](CN(CC1)C(=O)OC(C)(C)C)C1=CC(=NC(=C1)Cl)C1=CC(=NC(=C1)C(NC([2H])([2H])[2H])=O)F